Bisphenol A glyceroate dimethacrylate C(C(=C)C)(=O)O.C(C(=C)C)(=O)O.C(C(O)CO)(=O)O.OC1=CC=C(C=C1)C(C)(C)C1=CC=C(C=C1)O